NC1=CC=CC(=N1)N1C[C@](CCC1)(O)C (S)-1-(6-aminopyridin-2-yl)-3-methylpiperidin-3-ol